C(C)C1=C(OCCSCC2=NNC(N2)=S)C=C(C=C1)CC 3-[(2,5-Diethylphenoxyethylthio)methyl]-1H-1,2,4-triazole-5(4H)-thione